1-(3-(4-methoxyphenyl)-1,2,4-oxadiazol-5-yl)-N-((1-((tetrahydro-2H-pyran-2-yl)methyl)pyrrolidin-3-yl)methyl)piperidine-4-carboxamide COC1=CC=C(C=C1)C1=NOC(=N1)N1CCC(CC1)C(=O)NCC1CN(CC1)CC1OCCCC1